(2-fluoro-5-hydroxyphenyl)(6-(5-(2-fluoro-5-methylphenyl)-4-(trifluoromethyl)-1H-pyrazol-1-yl)-2-azaspiro[3.3]heptan-2-yl)methanone FC1=C(C=C(C=C1)O)C(=O)N1CC2(C1)CC(C2)N2N=CC(=C2C2=C(C=CC(=C2)C)F)C(F)(F)F